nickel sodium fluorophosphate P(=O)([O-])([O-])F.[Na+].[Ni+2]